[NH4+].CS(=O)(=O)[O-] methanesulfonic acid, ammonium salt